acrylamido-6-dimethylamino-methylphenylboronic acid C(C=C)(=O)NC=1C(=C(C(=CC1)N(C)C)B(O)O)C